ClC=1C=C(C=CC1Cl)C1=C(C=CC(=C1)F)NC(=O)C=1C(=NN(C1)C)C(F)F N-[2-(3,4-dichlorophenyl)-4-fluorophenyl]-3-(difluoromethyl)-1-methylpyrazole-4-formamide